5-((1-(tert-butoxy)-2-methyl-1-oxopropan-2-yl)oxy)-1H-pyrazole-3-carboxylic acid ethyl ester C(C)OC(=O)C1=NNC(=C1)OC(C(=O)OC(C)(C)C)(C)C